C(C)(C)(C)C1=CC(=NN1C1CC2(COC2)C1)NC1=NC=2C(=C(C(=NC2)OC2=CC(=NC=C2)NC(=O)C2CC2)OC)N1C N-(4-((2-((5-(tert-butyl)-1-(2-oxaspiro[3.3]heptan-6-yl)-1H-pyrazol-3-yl)amino)-7-methoxy-1-methyl-1H-imidazo[4,5-d]pyridin-6-yl)oxy)pyridin-2-yl)cyclopropanecarboxamide